FC=1C(=CC(=NC1)C)C1=CC=2N(C=C1)N=C(C2)NC2=NC=C(N=C2)C 5-(5-fluoro-2-methylpyridin-4-yl)-N-(5-methylpyrazin-2-yl)pyrazolo[1,5-a]pyridin-2-amine